quinazoline-6-sulfonamide N1=CN=CC2=CC(=CC=C12)S(=O)(=O)N